FC=1C(=NC(N(C1)[C@H]1CS[C@H](O1)COC(=O)OCC(C)C)=O)NC(OCC(C)C)=O Isobutyl (5-fluoro-1-((2S,5R)-2-(((isobutoxycarbonyl)oxy)methyl)-1,3-oxathiolan-5-yl)-2-oxo-1,2-dihydropyrimidin-4-yl)carbamate